(5R)-2-[(2,4-difluorophenoxy)acetyl]-9,9-dimethyl-8-oxo-2-azaspiro[4.5]dec-6-ene-7-carbonitrile FC1=C(OCC(=O)N2C[C@]3(CC2)C=C(C(C(C3)(C)C)=O)C#N)C=CC(=C1)F